N-(3-(5-(((1-acetylpyrrolidin-3-yl)amino)methyl)-3'-chloro-6-methoxy-[2,4'-bipyridin]-2'-yl)-2-methylphenyl)-5-((3-hydroxyazetidin-1-yl)methyl)picolinamide C(C)(=O)N1CC(CC1)NCC=1C=CC(=NC1OC)C1=C(C(=NC=C1)C=1C(=C(C=CC1)NC(C1=NC=C(C=C1)CN1CC(C1)O)=O)C)Cl